[O-]S(=O)(=O)C(F)(F)F.C(CCC)OC1=CC=C(C2=CC(=CC=C12)OCCCC)[S+]1CCCC1 4,7-di-n-butoxynaphthyltetrahydrothiophenium triflate